tert-butyl (3-(2-(3,4-difluorophenoxy)acetamido)bicyclo[1.1.1]pentan-1-yl)carbamate FC=1C=C(OCC(=O)NC23CC(C2)(C3)NC(OC(C)(C)C)=O)C=CC1F